C(#N)[C@H](C[C@H]1C(NCC1)=O)NC([C@H](CC(C)(C)C)NC(=O)C1=C(N2C(S1)=NC=C2)C)=O N-[(2S)-1-({(1S)-1-cyano-2-[(3S)-2-oxopyrrolidin-3-yl]ethyl}amino)-4,4-dimethyl-1-oxopentan-2-yl]-3-methylimidazo[2,1-b][1,3]thiazole-2-carboxamide